FC1=C(C=CC=C1)N(C([C@@H](C)OC1=CC=C(C=C1)O)=O)C (R)-2-(4-hydroxyphenoxy)propionic acid-N-(2-fluorophenyl)-methyl amide